C(C)(=O)OCC1=C(C=CC(=C1)OC1=CC=C(C=C1)C#N)B(O)O 2-acetoxymethyl-4-(4-cyanophenoxy)phenylboronic acid